N-glycyl-L-cysteinyl-glycine NCC(=O)N[C@@H](CS)C(=O)NCC(=O)O